6-(4-{[trans-4-({4-[(trifluoromethyl)sulfanyl]phenyl}Amino)cyclohexyl]sulfonimidoyl}phenyl)-2H,3H-[1,2,4]triazolo[4,3-a]pyridin-3-one FC(F)(F)SC1=CC=C(C=C1)N[C@@H]1CC[C@H](CC1)S(=O)(=N)C1=CC=C(C=C1)C=1C=CC=2N(C1)C(NN2)=O